C(C)(C)(C)OC(=O)N(C(OC(C)(C)C)=O)CCC1=C(C=CC=2C3=CC(=CC=C3NC12)Cl)NC1=CC(=C(C=C1)Cl)Cl tert-Butyl (tert-butoxycarbonyl)(2-(6-chloro-2-((3,4-dichlorophenyl)amino)-9H-carbazol-1-yl)ethyl)carbamate